O=[13C]([13C](=O)O)[13CH2][13CH3] α-ketobutyric acid-13C4